C1(=CC=C(C=C1)N1N=NC(=C1)C=1C=C(C(=O)O)C=CC1)C1=CC=CC=C1 3-(1-([1,1-Biphenyl]-4-yl)-1H-1,2,3-triazol-4-yl)benzoic acid